(E)-1-(2,4-Dihydroxyphenyl)-3-(4-hydroxyphenyl)prop-2-en-1-one monohydrate O.OC1=C(C=CC(=C1)O)C(\C=C\C1=CC=C(C=C1)O)=O